(10Ar)-6,6,9-trimethyl-3-pentyl-6a,7,10,10a-tetrahydrobenzo[c]chromen-1-ol CC1(OC=2C=C(C=C(C2[C@H]2C1CC=C(C2)C)O)CCCCC)C